C1=C(N=NS1)C(=O)[O-] thiadiazole-4-carboxylate